ClC=1C(=C(C(=CC1)F)C=1C=NN(C(C1)=O)[C@H](C(=O)NC1=CC=C(C(=O)OC(C)(C)C)C=C1)CC1=CC=CC=C1)F (S)-tert-butyl 4-(2-(4-(3-chloro-2,6-difluorophenyl)-6-oxopyridazin-1(6H)-yl)-3-phenylpropanamido)benzoate